C(C)N1CCN(CC1)C(=O)C1=CC=C(C=C1)[C@@H]1CC2(CC(C2)C#N)CCN1CC1=C2C=CNC2=C(C=C1OC)C (2R,4r,6S)-6-(4-(4-ethylpiperazine-1-carbonyl)phenyl)-7-((5-methoxy-7-methyl-1H-indol-4-yl)methyl)-7-azaspiro[3.5]nonane-2-carbonitrile